tert-Butyl 4-(6-(acetoxymethyl)pyridin-3-yl)piperazine-1-carboxylate C(C)(=O)OCC1=CC=C(C=N1)N1CCN(CC1)C(=O)OC(C)(C)C